4-[2-[4-[2-(dimethylamino)ethoxy]anilino]-8-(2-hydroxy-2-methyl-propyl)-7-oxo-pyrido[2,3-d]pyrimidin-6-yl]-8-methyl-2,3-dihydroquinoxaline-1-carboxylic acid tert-butyl ester C(C)(C)(C)OC(=O)N1CCN(C2=CC=CC(=C12)C)C1=CC2=C(N=C(N=C2)NC2=CC=C(C=C2)OCCN(C)C)N(C1=O)CC(C)(C)O